C(C)(=O)O[C@H]1[C@@H](SC2=C(C=CC(=C2)Br)F)O[C@@H]([C@@H]([C@@H]1N=[N+]=[N-])OC(C)=O)COC(C)=O 5-bromo-2-fluorophenyl 2,4,6-tri-O-acetyl-3-azido-3-deoxy-1-thio-α-D-galactopyranoside